C(C)(C)(C)OC(=O)N1C[C@H]2COC=3C4=C(N=CN=C4C(=C(C3)B(O)O)F)N2CC1 [(8aS)-10-(tert-butoxycarbonyl)-4-fluoro-8,8a,9,10,11,12-hexahydropyrazino[2',1':3,4][1,4]oxazepino[5,6,7-de]quinazolin-5-yl]boronic acid